C1(CC1)NC(C1=C(C=C(C=C1OCCOC)C1=CN=C2N1C=CC(=C2)C=2C=NN(C2)C)OC)=O N-cyclopropyl-2-methoxy-6-(2-methoxyethoxy)-4-[7-(1-methylpyrazol-4-yl)imidazo[1,2-a]pyridin-3-yl]benzamide